COC=1C=C(N)C=CC1C1=CN=C2N1C=CC(=C2)OC 3-methoxy-4-(7-methoxyimidazo[1,2-a]pyridin-3-yl)aniline